2-bromo-3-chloro-N-(2-tert-butylphenyl)benzamide ethyl-3-((2-(1-(trifluoromethyl)cyclobutoxy)ethyl)amino)-1H-pyrrole-2-carboxylate C(C)OC(=O)C=1NC=CC1NCCOC1(CCC1)C(F)(F)F.BrC1=C(C(=O)NC2=C(C=CC=C2)C(C)(C)C)C=CC=C1Cl